N-(4-((2-(1,1-difluoroethyl)-6-methylpyrimidin-4-yl)amino)-5-ethoxypyridin-2-yl)acetamide FC(C)(F)C1=NC(=CC(=N1)NC1=CC(=NC=C1OCC)NC(C)=O)C